5-(4-((3-ethyl-6-chloro-2,4-dioxo-1,2,3,4-tetrahydroquinazolin-7-yl)methyl)piperazin-1-yl)-6-chloro-N-methylpyridinecarboxamide C(C)N1C(NC2=CC(=C(C=C2C1=O)Cl)CN1CCN(CC1)C=1C=CC(=NC1Cl)C(=O)NC)=O